FC1=C2C(=NC=3N(C2=CC=C1F)C(=NN3)C)N3CCCC1=C(C=NC=C31)C#CC(C#N)(C)C 4-(1-(6,7-difluoro-1-methyl-[1,2,4]triazolo[4,3-a]quinazolin-5-yl)-1,2,3,4-tetrahydro-1,7-naphthyridin-5-yl)-2,2-dimethylbut-3-ynenitrile